N-ethoxy-4-((3-(5-fluoro-pyrimidin-2-yl)-2-methoxyphenyl)amino)-6-((6-(trifluoro-methyl)pyridin-3-yl)amino)-nicotinamide C(C)ONC(C1=CN=C(C=C1NC1=C(C(=CC=C1)C1=NC=C(C=N1)F)OC)NC=1C=NC(=CC1)C(F)(F)F)=O